COC1=CC=C(C=C1)C=1NC(SC1)N/N=C/C=1N=C(C=2N(C3=CC=CC=C3C2C1)CC1=CC=CC=C1)C(C)C 4-(4-Methoxyphenyl)-2-(((E)-(9-benzyl-1-isopropyl-β-carbolin-3-yl)methylene)hydrazino)-2,3-dihydrothiazole